N1(C=NC=C1)CCCC=1N=C(SC1)NC(=O)NC1=CC2=CC=CC=C2C=C1 1-(4-(3-(1H-imidazol-1-yl)propyl)thiazol-2-yl)-3-(naphthalen-2-yl)urea